2-(2,4-dioxoimidazolidin-1-yl)-4-nitroisoindoline-1,3-dione O=C1N(CC(N1)=O)N1C(C2=CC=CC(=C2C1=O)[N+](=O)[O-])=O